(S)-3-allyl-3-(((benzyloxy)carbonyl)amino)-4-(((tert-butyldimethylsilyl)oxy)methyl)pyrrolidine-1-carboxylate C(C=C)[C@]1(CN(CC1CO[Si](C)(C)C(C)(C)C)C(=O)[O-])NC(=O)OCC1=CC=CC=C1